C12CN(CC(CC1)N2)C=2OC1=C(N2)C(=CC=C1C=1OC=CN1)OC(C(C)(O)C)(F)F 1-((2-(3,8-diazabicyclo[3.2.1]octan-3-yl)-7-(oxazol-2-yl)benzo[d]oxazol-4-yl)oxy)-1,1-difluoro-2-methylpropan-2-ol